3-(4-(4-(2,3-dichlorophenyl)piperazin-1-yl)-4-oxobutyl)-8-methyl-3,5-dihydro-4H-pyrimido[5,4-b]indol-4-one ClC1=C(C=CC=C1Cl)N1CCN(CC1)C(CCCN1C=NC2=C(NC=3C=CC(=CC23)C)C1=O)=O